ClC=1C=C2C(=CN1)N(C(=C2)C2=C(C1=C(N(C=N1)COCC[Si](C)(C)C)C=C2)OC)C 5-[5-chloro-1-methylpyrrolo[2,3-c]pyridin-2-yl]-4-methoxy-1-[[2-(trimethylsilyl)ethoxy]methyl]-1,3-benzodiazole